O=C1NC=C(C=2C1=CC=1C=CN=C(C1C2)OC[C@H]2NC(CC2)=O)C(=O)N (S)-1-Oxo-6-((5-oxopyrrolidin-2-yl)methoxy)-1,2-dihydropyrido[3,4-g]isoquinoline-4-carboxamide